4-chlorobenzofurano[2,3-d]Pyrimidine ClC=1C2=C(N=CN1)OC1=C2C=CC=C1